benzyl N-[4-({6-[2,6-difluoro-3-(6-fluoro-1-hydroxy-2,3-dihydro-1H-indene-4-sulfonamido)phenyl]-8-ethylquinazolin-2-yl}amino)cyclohexyl]-N-methylcarbamate FC1=C(C(=CC=C1NS(=O)(=O)C=1C=2CCC(C2C=C(C1)F)O)F)C=1C=C2C=NC(=NC2=C(C1)CC)NC1CCC(CC1)N(C(OCC1=CC=CC=C1)=O)C